CC1C(CCC(=C1)C)C=[N+](C(C)C)[O-] 1-(2,4-dimethylcyclohex-3-en-1-yl)-N-isopropylmethanimine oxide